4-chloro-homophenylalanine ClC1=CC=C(CC[C@H](N)C(=O)O)C=C1